ClC1=CC(=C(C=C1)C1CCN(CC1)C1=C(C=CC=C1)S(=O)(=O)C1=CC=C(C)C=C1)F 4-(4-chloro-2-fluorophenyl)-1-(2-tosylphenyl)piperidine